(13S)-4,13-dimethyl-7,10,14-trioxa-4,19,20,23-tetraazatetracyclo[13.5.2.12,5.018,21]tricosa-1(20),2,5(23),15(22),16,18(21)-hexaene CN1C=C2C3=NNC=4C=CC(O[C@H](CCOCCOCC1=N2)C)=CC34